2-fluoro-N-(6-(2-methyl-5-(methylamino)phenyl)imidazo[1,2-a]pyridin-2-yl)cyclopropane-1-carboxamide FC1C(C1)C(=O)NC=1N=C2N(C=C(C=C2)C2=C(C=CC(=C2)NC)C)C1